silver(I) hydrogenfluoride F.[Ag+]